5-benzyl-2-piperazine-1-ylpyrimidine C(C1=CC=CC=C1)C=1C=NC(=NC1)N1CCNCC1